2-methyl-N-{1-[5-(1-methyl-1H-pyrazol-4-yl)pyridin-3-yl]ethyl}pyrimidin-4-amine CC1=NC=CC(=N1)NC(C)C=1C=NC=C(C1)C=1C=NN(C1)C